C(N)(=O)C1=C(C=CC=C1)C1=C(C(=O)N)C=C(C=C1C(F)(F)F)C(F)(F)F (2-carbamoylphenyl)-3,5-bistrifluoromethylbenzamide